O[C@@H]1C([C@@H]2CC[C@]3([C@@]4(CC[C@]5(CCC(C[C@H]5C4=CC[C@@H]3[C@]2(CC1)C)(C)C)C(=O)[O-])C)C)(C)C (4aS,6aS,6bR,8aR,10S,12aR,12bR,14bS)-10-hydroxy-2,2,6a,6b,9,9,12a-heptamethyl-1,3,4,5,6,6a,6b,7,8,8a,9,10,11,12,12a,12b,13,14b-octadecahydropicene-4a(2H)-carboxylate